NCCCN(CCCN)CCCCCCCCCCCCCC N-(3-aminopropyl)-N-tetradecyl-1,3-propanediamine